4-[3-(3,3-Dicyclopropylpropoxy)-1H-pyrazol-1-yl]-12,20,20-trimethyl-10λ6-thia-1,3,9,14,22-pentaazatetracyclo[16.2.1.111,14.02,7]docosa-2(7),3,5,11(22),12-pentaene-8,10,10-trione C1(CC1)C(CCOC1=NN(C=C1)C1=NC=2N3C(CC(CCCN4C=C(C(S(NC(C2C=C1)=O)(=O)=O)=N4)C)C3)(C)C)C3CC3